trifluoro-6-(perfluorophenyl)-4-phenyl-2H-benzo[b][1,4]oxazin-3(4H)-one FC1=C(C(=C(C2=C1OCC(N2C2=CC=CC=C2)=O)F)C2=C(C(=C(C(=C2F)F)F)F)F)F